1-BENZYL-PYRROL-3-YLBORONIC ACID C(C1=CC=CC=C1)N1C=C(C=C1)B(O)O